O=C1NC(CCC1C1C(C2=CC=C(C=C2C1=O)N1CCN(CC1)C(=O)OC(C)(C)C)=O)=O tert-butyl 4-(2-(2,6-dioxopiperidin-3-yl)-1,3-dioxo-2,3-dihydro-1H-inden-5-yl)piperazine-1-carboxylate